ClC=1C=C(C=C(C1)C(F)(F)F)C1(CC(=NO1)C1=CC=C(C2=CC=CC=C12)C(=O)NCC(NCC(F)(F)F)=O)C(F)(F)F 4-[5-[3-Chloro-5-(trifluoromethyl)phenyl]-4,5-dihydro-5-(trifluoromethyl)-3-isoxazolyl]-N-[2-oxo-2-[(2,2,2-trifluoroethyl)amino]ethyl]-1-naphthalenecarboxamide